6-amino-5-(2-hydroxypiperazin-1-yl)-2,3-dihydro-1,4-benzodioxine NC1=C(C2=C(OCCO2)C=C1)N1C(CNCC1)O